SC(CC(=O)O)C.SC(CC(=O)O)C.OC1=CC=C(C=C1)C(C)(C)C1=CC=C(C=C1)O bisphenol A bis(3-mercaptobutyrate)